bismuth(III) tris(2-ethylhexanoate) C(C)C(C(=O)[O-])CCCC.C(C)C(C(=O)[O-])CCCC.C(C)C(C(=O)[O-])CCCC.[Bi+3]